2-chloro-N-((1R,5S,6s)-3-(5-(3-cyano-6-(1-methyl-1H-pyrazol-4-yl)pyrazolo[1,5-a]pyridin-4-yl)pyridin-2-yl)-3-azabicyclo[3.1.0]hexane-6-yl)-6-fluorobenzenesulfonamide ClC1=C(C(=CC=C1)F)S(=O)(=O)NC1[C@@H]2CN(C[C@H]12)C1=NC=C(C=C1)C=1C=2N(C=C(C1)C=1C=NN(C1)C)N=CC2C#N